C1(=CC=CC=C1)C1=CN=C(N1)[C@H](C)N (S)-1-(5-phenyl-1H-imidazol-2-yl)ethylamine